P(=O)(OC1=C(C=C(C=C1)CC(C)C)CC(C)C)(OC1=C(C=C(C=C1)CC(C)C)CC(C)C)OC1=C(C=C(C=C1)CC(C)C)CC(C)C tris(2,4-diisobutylphenyl) phosphate